N(C(C(=O)[O-])CC(=O)[O-])C(C(=O)[O-])CC(=O)[O-].[Ce+4] cerium iminodisuccinate